ethyl (R)-2-(2-(3,5-dibromo-1H-pyrazol-2-yl)-3,3-dimethylbutan-2-yl)-4-oxo-1,4-dihydropyridine-3-carboxylate BrC1N(NC(=C1)Br)[C@](C)(C(C)(C)C)C=1NC=CC(C1C(=O)OCC)=O